amino-4-bromo-N-(3,4-difluorophenyl)-4''-sulfamoyl-[1,1':3',1''-terphenyl]-5'-carboxamide NC1=C(C=CC(=C1)Br)C1=CC(=CC(=C1)C(=O)NC1=CC(=C(C=C1)F)F)C1=CC=C(C=C1)S(N)(=O)=O